NC1=C2C(=NC=N1)N(N=C2C2=CC=C(C=C2)OC2=CC=CC=C2)C2CCC(CC2)CN2C1CN(CC2CC1)C=1C=C2CN(CC2=CC1F)C1C(NC(CC1)=O)=O 5-(8-((4-(4-amino-3-(4-phenoxyphenyl)-1H-pyrazolo[3,4-d]pyrimidin-1-yl)cyclohexyl)methyl)-3,8-diazabicyclo[3.2.1]octane-3-yl)-2-(2,6-dioxopiperidin-3-yl)-6-fluoroisoindoline